1,4-diphenoxybutane O(C1=CC=CC=C1)CCCCOC1=CC=CC=C1